4-bromo-5-chloro-1-tetrahydropyran-2-yl-indazole BrC1=C2C=NN(C2=CC=C1Cl)C1OCCCC1